9,9'-(4-phenyl-2,6-bis(10-phenylphenazin-5(10H)-yl)pyridine-3,5-diyl)bis(9H-carbazole-3,6-dicarbonitrile) C1(=CC=CC=C1)C1=C(C(=NC(=C1N1C2=CC=C(C=C2C=2C=C(C=CC12)C#N)C#N)N1C=2C=CC=CC2N(C2=CC=CC=C12)C1=CC=CC=C1)N1C=2C=CC=CC2N(C2=CC=CC=C12)C1=CC=CC=C1)N1C2=CC=C(C=C2C=2C=C(C=CC12)C#N)C#N